(1R,2S)-2-((6-nitropiperidin-2-yl)oxy)cyclopentan-1-ol [N+](=O)([O-])C1CCCC(N1)O[C@@H]1[C@@H](CCC1)O